2-[4-[N-methyl-4-(4-methylpiperazin-1-yl)anilino]phenoxy]pyrido[3,4-d]pyrimidin-4-ol CN(C1=CC=C(C=C1)N1CCN(CC1)C)C1=CC=C(OC=2N=C(C3=C(N2)C=NC=C3)O)C=C1